BrC1=C(N=C(C=2N1N=CC2)N2CCC1(CC2)[C@@H](C2=C(C=NC(=C2)OC)C1)N[S@](=O)C(C)(C)C)C (R)-N-[(5S)-1'-(7-bromo-6-methyl-pyrazolo[1,5-a]pyrazin-4-yl)-3-methoxy-spiro[5,7-dihydro-cyclopenta[c]pyridin-6,4'-piperidin]-5-yl]-2-methyl-propane-2-sulfinamide